(R or S)-5-((3-(2-ethoxy-1,1,1,3,3,3-hexa-fluoropropan-2-yl)-3-(2-(thiophen-2-yl)ethyl)pyrrolidin-1-yl)methyl)-2-methylpyridine C(C)OC(C(F)(F)F)(C(F)(F)F)[C@]1(CN(CC1)CC=1C=CC(=NC1)C)CCC=1SC=CC1 |o1:12|